Cl.NCCCNC(OCC1=CC=CC=C1)=O benzyl 3-aminopropylcarbamate HCl salt